C(C1=CC=CC=C1)(C1=CC=CC=C1)N1C2CN(C(C1)CC2)CC=2C(=C1CN(C(C1=CC2)=O)C2C(NC(CC2)=O)=O)F 3-(5-((5-benzhydryl-2,5-diazabicyclo[2.2.2]oct-2-yl)methyl)-4-fluoro-1-oxoisoindolin-2-yl)piperidine-2,6-dione